BrC=1C=C2C(=CNC2=CC1)SC#N 5-bromo-3-thiocyanato-1H-indole